(S)-3-(pyridin-3-yl)-3-(1-(trifluoromethyl)cyclopropyl)propionic acid N1=CC(=CC=C1)[C@H](CC(=O)O)C1(CC1)C(F)(F)F